O[C@@H]1C2(C[C@H]1[C@@H]1N3C(C4=CC=CC=C14)=CN=C3)C[C@H]3CC[C@@H](C2)N3C(=O)OC(C)(C)C tert-butyl (1R,2'S,3s,3'S,5S)-2'-hydroxy-3'-((S)-5H-imidazo[5,1-a]isoindol-5-yl)-8-azaspiro[bicyclo[3.2.1]octane-3,1'-cyclobutane]-8-carboxylate